N1=CC(=CC=C1)CNC(=O)C1=CC=2C(=NC=CC2)N1 N-(pyridin-3-ylmethyl)-1H-pyrrolo[2,3-b]Pyridine-2-carboxamide